O1C(=C(C=C1)C(=O)O)C(=O)O 2,3-furandicarboxylic acid